tert-Butyl 4-((3-amino-6-chloropyridazin-4-yl)ethynyl)piperidine-1-carboxylate NC=1N=NC(=CC1C#CC1CCN(CC1)C(=O)OC(C)(C)C)Cl